C(C)(SCCOC(C)C=1SC=CC1Br)=O S-(2-(1-(3-bromothiophen-2-yl)ethoxy)ethyl) ethanethioate